2-(5-Chloro-2,4-difluorophenyl)-5-methoxy-N-(3-(5-(morpholinomethyl)-1H-benzo[d]imidazol-2-yl)-1-((2-(trimethylsilyl)ethoxy)methyl)-1H-pyrazol-4-yl)pyrimidin-4-amine ClC=1C(=CC(=C(C1)C1=NC=C(C(=N1)NC=1C(=NN(C1)COCC[Si](C)(C)C)C1=NC2=C(N1)C=CC(=C2)CN2CCOCC2)OC)F)F